CC1(CN(CCO1)CC)C(=O)NC=1C=C2CN(CC2=C(C1)C1=CC=CC=C1)C#N 2-methyl-N-(2-cyano-7-phenylisoindolin-5-yl)-4-ethylmorpholine-2-carboxamide